(1-(difluoromethyl)-3-(2-((1-(methylsulfonyl)piperidin-4-yl)amino)quinazolin-8-yl)cyclobutyl)methanol FC(C1(CC(C1)C=1C=CC=C2C=NC(=NC12)NC1CCN(CC1)S(=O)(=O)C)CO)F